ClC=1N=C(C2=C(N1)SC=N2)N2[C@@H](COCC2)C (R)-4-(5-chlorothiazolo[5,4-d]pyrimidin-7-yl)-3-methylmorpholine